C1=CC=CC=2C3=CC=CC=C3C(C12)COC(=O)N1CC2(CC2C(=O)O)CC1 5-{[(9H-fluoren-9-yl)methoxy]carbonyl}-5-azaspiro[2.4]heptane-1-carboxylic acid